NC=1C2=C(N=CN1)N(C=C2)[C@H]2[C@@H]([C@@H]([C@@](O2)(F)COP(=O)(OC2=CC=CC=C2)N[C@H](C(=O)OC(C)C)C)O)O isopropyl (2S)-2-({[(2S,3S,4R,5R)-5-{4-aminopyrrolo[2,3-d]pyrimidin-7-yl}-2-fluoro-3,4-dihydroxyoxolan-2-yl]methoxy(phenoxy)phosphoryl}amino)propanoate